ethyl (S)-4-((4S,5S)-4-methyl-5-phenyl-4,5-dihydrooxazol-2-yl)piperazine-2-carboxylate C[C@@H]1N=C(O[C@H]1C1=CC=CC=C1)N1C[C@H](NCC1)C(=O)OCC